2-cyclopropyl-5-((2,4-diaminopyrimidin-5-yl)methyl)-7,8-dimethoxychroman-4-one C1(CC1)C1OC2=C(C(=CC(=C2C(C1)=O)CC=1C(=NC(=NC1)N)N)OC)OC